ClC=1C=C(CNC=2C(=NC3=CC=C(C=C3C2)C=2C(=NOC2C)C)C(=O)NCC=2C(=NN(C2)C)C)C=CC1 ((3-chlorobenzyl)amino)-N-((1,3-dimethyl-1H-pyrazol-4-yl)methyl)-6-(3,5-dimethylisoxazol-4-yl)quinoline-2-carboxamide